neodymium-iron-boron cerium [Ce].[B].[Fe].[Nd]